1-(5-bromopyridin-2-yl)ethane-1,2-diamine BrC=1C=CC(=NC1)C(CN)N